C(C=C)C1CCN(CC1)C1=C(C(=O)NC2=NC(=NC(=C2)C)N(CC2=CC=C(C=C2)OC)CCC=C)C=CC(=C1)Br 2-(4-allylpiperidin-1-yl)-4-bromo-N-(2-(but-3-en-1-yl(4-methoxybenzyl)amino)-6-methylpyrimidin-4-yl)benzamide